C1(CC1)N1C=C(C(C2=CC(=C(C=C12)OCCO)F)=O)CN(CC1=CC(=NC=C1)C)[C@@H]1CN(C[C@H](C1)F)C1=NC=CN=C1 1-cyclopropyl-6-fluoro-3-({[(3s,5S)-5-fluoro-1-(pyrazin-2-yl)piperidin-3-yl][(2-methylpyridin-4-yl)methyl]amino}methyl)-7-(2-hydroxyethoxy)-1,4-dihydroquinolin-4-one